3',6-dimethoxyflavanon COC=1C=C(C2OC3=CC=C(C=C3C(C2)=O)OC)C=CC1